CC1(NC(CC(C1)NC1=CC=C2C(=N1)COC=1C=C(C=CC12)N1N=CC=C1)(C)C)C 2,2,6,6-tetramethyl-N-[8-(pyrazol-1-yl)-5H-chromeno[3,4-b]pyridin-3-yl]piperidin-4-amine